9-(1-((6-chloro-2-(1-methyl-1H-pyrazol-4-yl)pyridin-3-yl)amino)ethyl)-3-(1-(2,2-difluoroethyl)pyrrolidin-3-yl)-7-methyl-4-(methyl-d3)-3,4-dihydro-5H-pyrazolo[3,4-c]isoquinolin-5-one ClC1=CC=C(C(=N1)C=1C=NN(C1)C)NC(C)C=1C=2C3=C(N(C(C2C=C(C1)C)=O)C([2H])([2H])[2H])N(N=C3)C3CN(CC3)CC(F)F